C(CCCC)C(C(=O)O)(O)CC(=O)O monopentyl-malic acid